5-chloro-2-(1H-imidazol-1-yl)-N-phenylpyrimidine-4-carboxamide ClC=1C(=NC(=NC1)N1C=NC=C1)C(=O)NC1=CC=CC=C1